FC1=CC=C2C=C(C=NC2=C1F)C=1SC(CC(N1)CC1=NC=CN=C1)(C)C 2-(7,8-difluoro-3-quinolyl)-6,6-dimethyl-4-(pyrazin-2-ylmethyl)-4,5-dihydro-1,3-thiazine